COC1=C(C(N(N=C1)C)=O)C1=C(C=CC2=CC=CC=C12)C 5-methoxy-2-methyl-4-(2-methyl-1-naphthalenyl)-3(2H)-pyridazinone